1-methyl-tetrachloropiperidine CN1C(C(CCC1)(Cl)Cl)(Cl)Cl